N[C@@H]1[C@H](CC2=CC=CC=C12)OC=1C=C2CN(C(C2=CC1)=O)C1C(N(C(CC1)=O)CO)=O 3-(5-(((1S,2S)-1-amino-2,3-dihydro-1H-inden-2-yl)oxy)-1-oxoisoindolin-2-yl)-1-(hydroxymethyl)piperidine-2,6-dione